C(C)(=O)OC1=C(C=CC(=C1)C(C)C)N1N=C2CCN(CC3C2=C1CCN3C(=O)OC(C)(C)C)C(=O)OCC3=CC=CC=C3 7-benzyl 5-(tert-butyl) 2-(2-acetoxy-4-isopropylphenyl)-3,4,5a,6,8,9-hexahydro-2H-1,2,5,7-tetraazabenzo[cd]azulene-5,7-dicarboxylate